D,L-histidine N[C@@H](CC1=CNC=N1)C(=O)O |r|